COC=1C=CC(=NC1)N 5-methoxypyridine-2-amine